BrC=1C=C(C(=NC1)CN1CC(CCC1)C=1C(=C2CN(C(C2=CC1F)=O)C1C(NC(CC1)=O)=O)F)C 3-(5-(1-((5-bromo-3-methylpyridin-2-yl)methyl)piperidin-3-yl)-4,6-difluoro-1-oxoisoindolin-2-yl)piperidine-2,6-dione